(S)-(4-(1-((tert-butyldimethylsilyl)oxy)ethyl)phenyl)methanol [Si](C)(C)(C(C)(C)C)O[C@@H](C)C1=CC=C(C=C1)CO